C1=NC=CC2=C1CN1C(CO2)CN(CC1)C(=O)[O-] 6a,7,9,10-tetrahydro-6H-pyrazino[2,1-c]pyrido[3,4-f][1,4]oxazepine-8(12H)-carboxylate